N-((2S)-2,5-diamino-3-hydroxypentyl)-7-(4-fluorophenyl)-1H-indole-2-carboxamide hydrogen chloride salt Cl.N[C@@H](CNC(=O)C=1NC2=C(C=CC=C2C1)C1=CC=C(C=C1)F)C(CCN)O